5-bromo-7-methyl-3-phenylquinoline-2-carboxamide BrC1=C2C=C(C(=NC2=CC(=C1)C)C(=O)N)C1=CC=CC=C1